N-([8-{4-(trifluoromethyl)phenoxy}quinolin-6-yl]methyl)acrylamide FC(C1=CC=C(OC=2C=C(C=C3C=CC=NC23)CNC(C=C)=O)C=C1)(F)F